6-(Cyclopropanecarboxamido)-4-((7-methoxy-1-propyl-1H-indazol-6-yl)amino)-N-methylnicotinamide C1(CC1)C(=O)NC1=NC=C(C(=O)NC)C(=C1)NC1=CC=C2C=NN(C2=C1OC)CCC